NC1=C(C=CC=C1)C=1C2=CC=C(N2)C(=C2C=CC(C(=C3C=CC(=C(C=4C=CC1N4)C4=C(C=CC=C4)N)N3)C3=C(C=CC=C3)N)=N2)C2=C(C=CC=C2)N 5,10,15,20-tetrakis(2-aminophenyl)porphyrin